7-(2-hydroxy-2-methylpropoxy)-5-(6-(3-((6-methoxypyridin-3-yl)oxy)azetidin-1-yl)pyridin-3-yl)imidazo[1,2-a]pyridine-3-carbonitrile OC(COC1=CC=2N(C(=C1)C=1C=NC(=CC1)N1CC(C1)OC=1C=NC(=CC1)OC)C(=CN2)C#N)(C)C